OC=1C(N=CC1)=O hydroxy-pyrrole-2-one